O1C(=NC2=C1C=CC=C2)C=2N=C(N(C(C2O)=O)C)N2[C@H](C1=CC(=CC=C1CC2)C(=O)N)C2=C(C=CC=C2)C (S)-2-(4-(benzo[d]oxazol-2-yl)-5-hydroxy-1-methyl-6-oxo-1,6-dihydropyrimidin-2-yl)-1-(o-tolyl)-1,2,3,4-tetrahydroisoquinoline-7-carboxamide